ethyl 2-(3-(tert-butoxycarbonyl)-3,8-diazabicyclo[3.2.1]octan-8-yl)-4-(1-hydroxypropan-2-yl)benzo[d]thiazole-6-carboxylate C(C)(C)(C)OC(=O)N1CC2CCC(C1)N2C=2SC1=C(N2)C(=CC(=C1)C(=O)OCC)C(CO)C